3-Fluoro-4-((1S,5R)-1-(5-(piperidin-4-yl)-1,3,4-oxadiazol-2-yl)-5-(trifluoromethyl)-3-azabicyclo[3.1.0]hexan-3-yl)pyrazolo[1,5-a]pyridine-7-carbonitrile FC=1C=NN2C1C(=CC=C2C#N)N2C[C@@]1(C[C@@]1(C2)C(F)(F)F)C=2OC(=NN2)C2CCNCC2